benzyl (2R,3S)-2-((((CIS)-4-(3-fluorophenyl)cyclohexyl)oxy)methyl)-3-(methylsulfonamido)pyrrolidine-1-carboxylate FC=1C=C(C=CC1)[C@H]1CC[C@H](CC1)OC[C@@H]1N(CC[C@@H]1NS(=O)(=O)C)C(=O)OCC1=CC=CC=C1